5-difluoromethoxy-2-[(3,4-dimethoxy-2-pyridyl)methyl]sulfinyl-1H-benzimidazole sodium salt [Na].FC(OC1=CC2=C(NC(=N2)S(=O)CC2=NC=CC(=C2OC)OC)C=C1)F